C(#N)C=1C(=CC2=C(NC(=N2)C2=NNC=3C[C@@]4([C@H](CC23)C4)C)C1)N(C([C@H](C)N1CCOCC1)=O)C (S)-N-(6-cyano-2-((4aS,5aR)-5a-methyl-1,4,4a,5,5a,6-hexahydrocyclopropa[f]indazol-3-yl)-1H-benzo[d]imidazol-5-yl)-N-methyl-2-morpholinopropanamide